NC=1C(=NN2C1NC(=C(C2=O)C2=CC=C(C=C2)OC)C)C2=CC=CC=C2 3-amino-6-(4-methoxyphenyl)-5-methyl-2-phenylpyrazolo[1,5-a]pyrimidin-7(4H)-one